C(C)(C)C1=NC(OC1=O)=O (S)-4-isopropyl-oxazole-2,5-dione